(2S,3R,4S,5S,6S)-3,4,5-tribenzyloxy-2-[4-methyl-3-[[4-(4-hydroxybutyl)phenyl]methyl]phenyl]-6-(1-hydroxy-1-methyl-ethyl)tetrahydropyran-2-ol C(C1=CC=CC=C1)O[C@H]1[C@](O[C@@H]([C@H]([C@@H]1OCC1=CC=CC=C1)OCC1=CC=CC=C1)C(C)(C)O)(O)C1=CC(=C(C=C1)C)CC1=CC=C(C=C1)CCCCO